{6-amino-2-bromo-4-[(2,2-difluoroethyl)amino]-3-methoxyphenyl}(2-chloro-5-fluorophenyl)methanone NC1=CC(=C(C(=C1C(=O)C1=C(C=CC(=C1)F)Cl)Br)OC)NCC(F)F